8-(benzylcarbonylamino)caprylic acid C(C1=CC=CC=C1)C(=O)NCCCCCCCC(=O)O